N1C=NC(=C1)[C@H](C)N1C(N=C(C2=CC=C(C=C12)C(F)(F)F)N1CCCC1)=O (S)-1-(1-(1H-imidazol-4-yl)ethyl)-4-(pyrrolidin-1-yl)-7-(trifluoromethyl)quinazolin-2(1H)-one